(S)-(-)-N-(1-Phenylethyl)succinamic acid C[C@@H](C1=CC=CC=C1)NC(=O)CCC(=O)O